hypoxanthine-sodium salt [Na].N1C=NC=2N=CNC2C1=O